2-azido-2-deoxy-1-O-(tert-hexyldimethylsilyl)-beta-L-fucopyranose N(=[N+]=[N-])[C@@H]1[C@@H](O[Si](C)(C)C(C)(C)CCC)O[C@H]([C@H]([C@H]1O)O)C